((2-methylene-4-oxo-4-((2,2,4,4-tetramethylpentan-3-yl)oxy)butanoyl)oxy)acetic Acid C=C(C(=O)OCC(=O)O)CC(OC(C(C)(C)C)C(C)(C)C)=O